O=C1NC(CCC1N1C(C2=CC=C(C=C2C1=O)N1CCC(CC1)CN1CCN(CC1)C[C@H]1CNCC1)=O)=O 2-(2,6-dioxo-3-piperidinyl)-5-[4-[[4-[[(3R)-pyrrolidin-3-yl]methyl]piperazin-1-yl]methyl]-1-piperidinyl]isoindoline-1,3-dione